(3,5-dibromo-4-hydroxyphenyl)(2-ethylfuro[3,2-c]pyridin-3-yl)methanone S-[4-[(dimethylamino)methyl]-3-methoxy-phenyl]N,N-dimethylcarbamothioate CN(C)CC1=C(C=C(C=C1)S=C(N(C)C)O)OC.BrC=1C=C(C=C(C1O)Br)C(=O)C1=C(OC2=C1C=NC=C2)CC